4,5-dicyano-2-trifluoromethylimidazole Lithium [Li].C(#N)C=1N=C(NC1C#N)C(F)(F)F